ClC1=CC=C(C=C1)C(C(C(=O)OCC)N(CCCCCC)C(=O)OCC)C(C)C ethyl 3-(4-chlorophenyl)-2-((ethoxy carbonyl)(hexyl)amino)-4-methylpentanoate